N-ethyl-6-methyl-4-(1-(naphthalen-2-yl)ethyl)-7-oxo-6,7-dihydro-1H-pyrrolo[2,3-c]pyridine-2-carboxamide C(C)NC(=O)C1=CC2=C(C(N(C=C2C(C)C2=CC3=CC=CC=C3C=C2)C)=O)N1